C(C)(C)(C)OC([C@@H](N)CCC(=O)O)=O O-tert-butyl-L-glutamic acid